C[C@H]1C(C(CC1)=O)C(=O)OCC (2R)-ethyl 2-methyl-5-oxocyclopentanecarboxylate